FC(C1=CC=CC=2N1C(=CN2)C=O)(F)F 5-(trifluoromethyl)imidazo[1,2-a]pyridine-3-carbaldehyde